C(C)(C)(C)OC(=O)N1C(CCC1)CN 2-(aminomethyl)pyrrolidine-1-carboxylic acid tert-butyl ester